2-(3-nitrophenyl)acetamide [N+](=O)([O-])C=1C=C(C=CC1)CC(=O)N